Cl.N[C@H](C(=O)OC(C)(C)C)CCCCNC(=O)OCC1=CC=CC=C1 (S)-tert-butyl 2-amino-6-(((benzyloxy)carbonyl)amino)hexanoate HCl salt